FC=1C=C2CN(CC2=CC1)C(CNC12CC3(CC(CC(C1)C3)C2)OC(=O)N2[C@@H](CCC2)C(=O)[O-])=O.[Li+] Lithium (((3-((2-(5-fluoroisoindolin-2-yl)-2-oxoethyl)amino)adamantan-1-yl)oxy)carbonyl)-L-prolinate